1-(5-fluoro-1H-indol-3-yl)-3-(4-((3-methylisoxazol-5-yl)methyl)-3,4-dihydro-2H-benzo[b][1,4]thiazin-6-yl)urea FC=1C=C2C(=CNC2=CC1)NC(=O)NC1=CC2=C(SCCN2CC2=CC(=NO2)C)C=C1